6-Methyl-pyridine-2-carboxylic acid [3-(2-hydroxyphenylcarbamoyl)-adamantan-1-yl]-amide OC1=C(C=CC=C1)NC(=O)C12CC3(CC(CC(C1)C3)C2)NC(=O)C2=NC(=CC=C2)C